C(C=C)(=O)OC=1C2=CC=CC=C2C(=C2CC=CCC12)OC(=O)OC 9-acryloyloxy-10-Methoxycarbonyloxy-1,4-dihydroanthracene